ClC=1C=C2C[C@H](COC2=CC1)NC(=O)C=1N=C2N(CCCC2)C1C1=NC=CC=C1 (R)-N-(6-chlorochroman-3-yl)-3-(pyridin-2-yl)-5,6,7,8-tetrahydroimidazo[1,2-a]pyridine-2-carboxamide